C(C)(=O)N1CCN(CC1)CC1=C(C2=C(NC(=N2)C(NC(=O)C=2N(N=CC2)C)C2CCCCCCC2)C=C1)F N-[{5-[(4-Acetylpiperazin-1-yl)methyl]-4-fluoro-1H-benzimidazol-2-yl}(cyclooctyl)-methyl]-2-methylpyrazole-3-carboxamide